C(CC)OC=1C=C(C=CC1)C(CN1CN(C=C1)C)=O 3-[2-(3-propoxyphenyl)-2-oxoethyl]-1-methylimidazole